ClC1=CC=C(C(=O)NC2=CC=C(C=C2)CN2CC(NCC2)=O)C=C1 4-chloro-N-(4-((3-oxopiperazin-1-yl)methyl)phenyl)benzamide